2-amino-4-(2-amino-4-bromo-phenyl)-4-oxo-butanoic acid NC(C(=O)O)CC(=O)C1=C(C=C(C=C1)Br)N